FC=1C(=C(C=C(C1)CC(C)C)N1C[C@H]2C([C@H]2C1)CN1C(=NC=C1)C)C=1N=NNN1 (1r,5s,6r)-3-(3-fluoro-5-isobutyl-2-(2H-tetrazol-5-yl)phenyl)-6-((2-methyl-1H-imidazol-1-yl)methyl)-3-azabicyclo[3.1.0]hexane